C(C1=CC=CC=C1)N1CCC2(CC1)CN(C1=CC=CC=C12)C(=O)C1(CC1)C1=CC=CC=C1 benzyl-1-(1-phenylcyclopropanecarbonyl)-1,2-dihydrospiro[indole-3,4'-piperidine]